S1C(=NC2=C1C=CC=C2)NC2=CC1=C(N=N2)N(C=C1)C=1SC(=C(N1)C(=O)OCC)CCCOC1=C(C=CC=C1)F ethyl 2-{3-[(1,3-benzothiazol-2-yl)amino]-7H-pyrrolo[2,3-c]pyridazin-7-yl}-5-[3-(2-fluorophenoxy)propyl]-1,3-thiazole-4-carboxylate